P(=O)(O)(OP(=O)(O)O)O[C@H](C=O)[C@H](O)[C@H](O)[C@@H](O)C diphospho-L-fucose